BrC=1C=C2C(=NN(C(C2=CC1)=O)CC(=O)NC1=NC=C(C=N1)C#N)C(F)F 2-[6-bromo-4-(difluoromethyl)-1-oxophthalazin-2-yl]-N-(5-cyanopyrimidin-2-yl)acetamide